ClC=1C(=CC(=C(C1)N(C(=O)[C@H]1N(C([C@H]([C@H]1O)O)=O)C1=CC(=C2C(=N1)CCC2)C(F)(F)F)C([2H])([2H])[2H])F)F (2S,3S,4S)-N-(5-chloro-2,4-difluorophenyl)-3,4-dihydroxy-N-(methyl-d3)-5-oxo-1-(4-(trifluoromethyl)-6,7-dihydro-5H-cyclopenta[b]pyridin-2-yl)pyrrolidine-2-carboxamide